C(#N)[C@H](C[C@H]1C(NCC1)=O)NC(=O)[C@@H]1[C@H]2C([C@H]2CN1C(=O)C1(CCCC1)C1=CC=CC=C1)(C)C (1R,2S,5S)-N-((S)-1-Cyano-2-((S)-2-oxopyrrolidin-3-yl)ethyl)-6,6-dimethyl-3-(1-phenylcyclopentanecarbonyl)-3-azabicyclo[3.1.0]hexane-2-carboxamide